N1C=NC(=C1)N 1H-imidazol-4-amine